C(CC)(=O)O.C([C@H]1CO1)(=O)O (R)-glycidic acid propionate